2,8-dichloro-N-((R)-1-((cis)-4-(6-fluoroquinolin-4-yl)cyclohexyl)propan-2-yl)quinazolin-4-amine ClC1=NC2=C(C=CC=C2C(=N1)N[C@@H](C[C@@H]1CC[C@@H](CC1)C1=CC=NC2=CC=C(C=C12)F)C)Cl